COCC(=O)OC1=C(C=CC=C1OC)CC1(C(N(C2=CC=C(C=C12)Cl)CC)=O)O 2-((5-chloro-1-ethyl-3-hydroxy-2-oxoindolin-3-yl)methyl)-6-methoxyphenyl 2-methoxyacetate